CC1(OCC(CO1)C(=O)OCC)C ethyl 2,2-dimethyl-1,3-dioxane-5-carboxylate